((1s,3s)-3-Hydroxy-3-methylcyclobutyl)(6-((2-isopropyl-2H-indazol-6-yl)methyl)-2-azaspiro[3.3]heptan-2-yl)methanon OC1(CC(C1)C(=O)N1CC2(C1)CC(C2)CC=2C=CC1=CN(N=C1C2)C(C)C)C